NC1=C(C(=NN1[C@H]1COCC1)C1=CC=C(C=C1)CNC(C1=C(C=CC(=C1)F)OC)=O)C(=O)N 5-amino-3-[4-[[(5-fluoro-2-methoxy-benzoyl)amino]methyl]phenyl]-1-[(3R)-tetrahydrofuran-3-yl]pyrazole-4-carboxamide